ClC=1C=CC(=C(C1)C1=CC(=CN=N1)NC1=CC=NC2=CC(=CC=C12)C(=O)NCCN1CCNCC1)F 4-{[6-(5-Chloro-2-Fluorophenyl)Pyridazin-4-yl]Amino}-N-[2-(Piperazin-1-yl)Ethyl]Chinolin-7-Carboxamid